COC=1C=C(C=CC1OC)C1=NC2=CC=CC=C2C(N1)=O 2-(3,4-dimethoxyphenyl)quinazolin-4(3H)-one